CC1=C(C=C(C=C1)NC(C1=CC(=NC=C1)C(F)(F)F)=O)C=1C=C(C=2N(C1)C1=C(N2)COCC1)N1CCOCC1 N-(4-methyl-3-(9-morpholino-3,4-dihydro-1H-pyrano[3',4':4,5]imidazo[1,2-a]pyridin-7-yl)phenyl)-2-(trifluoromethyl)isonicotinamide